CC(C#C)(C(CC)(C1=CC=CC=C1)C)C1=CC=CC=C1 3,4-dimethyl-3,4-diphenyl-hexyne